2-propoxybenzylidene-succinic acid dimethyl ester COC(C(CC(=O)OC)=CC1=C(C=CC=C1)OCCC)=O